OC1(CN(C1)C(=O)C=1N=NC(=C(C1)C)N1CC=2C=C(C=NC2CC1)CC(F)(F)F)C (3-hydroxy-3-methylazetidin-1-yl)(5-methyl-6-(3-(2,2,2-trifluoroethyl)-7,8-dihydro-1,6-naphthyridin-6(5H)-yl)pyridazin-3-yl)methanone